vinyl-bis(2,4,6-trimethylbenzoyl)phosphine oxide C(=C)P(C(C1=C(C=C(C=C1C)C)C)=O)(C(C1=C(C=C(C=C1C)C)C)=O)=O